C(C)OC=1C=C2C(=NC(=NC2=CC1)C1=CC(=CC=C1)OCCCN1C(COCC1)C)NC=1C=C(C(NC1)=O)C 5-((6-Ethoxy-2-(3-(3-(3-methylmorpholino)propoxy)phenyl)quinazolin-4-yl)amino)-3-methylpyridin-2(1H)-one